benzyl 4-(4-cyano-2,6-difluoro-phenyl)piperazine-1-carboxylate C(#N)C1=CC(=C(C(=C1)F)N1CCN(CC1)C(=O)OCC1=CC=CC=C1)F